[Si](C)(C)(C(C)(C)C)O[C@H]1[C@@H](CCCC1)NC1=CC2=C(N=CS2)C=C1 |r| rac-N-((1R,2R)-2-((tert-butyldimethylsilyl)oxy)cyclohexyl)benzo[d]thiazol-6-amine